CN(CCN(CCN(CCN(CC(C)O)C)C)C)C N,N,N',N'',N'''-pentamethyl-N'''-(2-hydroxypropyl)triethylenetetramine